(S)-1-(1-(4-(2-aminoethoxy)phenyl)-3-ethoxypropan-2-yl)-1H-imidazo[4,5-c]quinolin-4-amine dihydrochloride Cl.Cl.NCCOC1=CC=C(C=C1)C[C@@H](COCC)N1C=NC=2C(=NC=3C=CC=CC3C21)N